5-(4-(3-amino-5-ethynylpyridin-4-yl)-2-chloro-5-fluorobenzamido)-3-chloro-N-((1,1-dioxidotetrahydro-2H-thiopyran-4-yl)methyl)picolinamide NC=1C=NC=C(C1C1=CC(=C(C(=O)NC=2C=C(C(=NC2)C(=O)NCC2CCS(CC2)(=O)=O)Cl)C=C1F)Cl)C#C